[Na+].COC(C1=CC(C(=O)OC)=CC(=C1)S(=O)(=O)[O-])=O 5-Sulfoisophthalic acid dimethyl ester, sodium salt